C1OCCC12CN(CC2)C2=CC=C(/C=C/C=1C=C(C(=C(C=O)C1)O)OC)C=C2 (E)-5-(4-(2-oxa-7-azaspiro[4.4]nonan-7-yl)styryl)-2-hydroxy-3-methoxybenzaldehyde